4-(1-chloro-6-(N-(1-cyanocyclopropyl)sulfamoyl)-3-(5-(difluoromethyl)-1,3,4-thiadiazol-2-yl)indolizin-8-yl)-N,N-dimethylpiperazine-1-carboxamide ClC=1C=C(N2C=C(C=C(C12)N1CCN(CC1)C(=O)N(C)C)S(NC1(CC1)C#N)(=O)=O)C=1SC(=NN1)C(F)F